6,8-dimethoxy-2H-isoquinolin-1-one COC=1C=C2C=CNC(C2=C(C1)OC)=O